C1(CC1)C=1C=NC(=NC1)OC1=C(C=C(C=C1)NC(NC(=O)C1CCC(CC1)OC)=O)C 3-{4-[(5-cyclopropylpyrimidin-2-yl)oxy]-3-methylphenyl}-1-(4-methoxycyclohexanecarbonyl)urea